ClC1=CC2=C(N(C(C(N2C)=O)=O)C2CCN(CC2)C2=NC=C(C=N2)CNC)N=C1 7-chloro-1-methyl-4-(1-(5-((methylamino)methyl)pyrimidin-2-yl)piperidin-4-yl)-1,4-dihydropyrido[2,3-b]pyrazine-2,3-dione